CC1=CC=C(C=C1)S(=O)(=O)[O-].C(CCCCCCCCCCCCCCC)[N+](C)(C)C hexadecyltrimethylammonium p-toluene-sulfonate